tert-butyl 2-[6-(phenylethynyl)quinazolin-4-yl]-2,7-diazaspiro[3.5]nonane-7-carboxylate C1(=CC=CC=C1)C#CC=1C=C2C(=NC=NC2=CC1)N1CC2(C1)CCN(CC2)C(=O)OC(C)(C)C